carbobenzoxy-D-histidine C(=O)(OCC1=CC=CC=C1)N[C@H](CC1=CNC=N1)C(=O)O